C(C)(C)(C)C1=C(O)C=CC(=C1O)C 2-tert-butyl-para-methyl-resorcinol